N1=CC=CC2=CC(=CC=C12)CC(=O)N1CCC(CC1)N1CNC2=C1C(=CC=C2)C(F)(F)F 1-(1-(2-(quinolin-6-yl)acetyl)piperidin-4-yl)-7-(trifluoromethyl)-1,3-dihydro-2H-benzo[d]imidazol